3-acrylamido-2-methylpropanesulfonic acid potassium salt [K+].C(C=C)(=O)NCC(CS(=O)(=O)[O-])C